[Pt+2].[Cl-].ClC1=C(CCCC1)Cl.[Cl-] dichloro(cyclohexene) chloride platinum (II)